s-indacen C1=CC=C2C=C3C=CC=C3C=C12